ClC=1C=C(OC2=CC=C(C=C2)C2=NC3=CC(=C(C=C3C(=N2)N)OCCCN2CCOCC2)OC)C=CC1 (4-(3-chlorophenoxy)phenyl)-7-methoxy-6-(3-morpholinopropoxy)quinazolin-4-amine